N-(1-(Methylsulfonyl)piperidin-4-yl)-6-(1H-pyrazol-4-yl)-5-(3-(trifluoromethyl)piperidin-1-yl)-[1,2,4]triazolo[1,5-a]pyrazin-2-amine CS(=O)(=O)N1CCC(CC1)NC1=NN2C(C=NC(=C2N2CC(CCC2)C(F)(F)F)C=2C=NNC2)=N1